(3-cyano-4-(4,4,5,5-tetramethyl-1,3,2-dioxaborolan-2-yl)-tert-butyl 7-fluorobenzo[b]thiophen-2-yl)carbamate C(#N)C=1C2=C(SC1NC([O-])=O)C(=CC(=C2B2OC(C(O2)(C)C)(C)C)C(C)(C)C)F